tert-butyl (1r,5s,6r)-6-((2-(8-(thiazol-2-ylthio) imidazo[1,5-a]pyridin-3-yl) propan-2-yl) carbamoyl)-3-azabicyclo[3.1.0]hexane-3-carboxylate S1C(=NC=C1)SC=1C=2N(C=CC1)C(=NC2)C(C)(C)NC(=O)C2[C@H]1CN(C[C@@H]21)C(=O)OC(C)(C)C